ClC1=C2C(=NC=C1OC=1C=NN3C1C(=NC=C3)NC)N=C(N2C)NC2=CC(=CC(=C2)C(F)(F)F)[C@@H]2N(CCC2)C R-7-chloro-1-methyl-6-((4-(methylamino)pyrazolo[1,5-a]pyrazin-3-yl)oxy)-N-(3-(1-methylpyrrolidin-2-yl)-5-(trifluoromethyl)phenyl)-1H-imidazo[4,5-b]pyridin-2-amine